4-(1H-benzo[d]imidazol-1-yl)-N-(3-(piperidin-1-yl)propyl)thiophene-2-carboxamide N1(C=NC2=C1C=CC=C2)C=2C=C(SC2)C(=O)NCCCN2CCCCC2